ClC1=CC=C(C=C1)C1=NNC(=C1O)C 3-(4-Chlorophenyl)-5-methyl-pyrazol-4-ol